C(C)(C)(C)C1=CC=C(C=C1)C1=NN=C(O1)C1=C(C=CC=C1)C=1OC(=NN1)C1=CC=C(C=C1)C(C)(C)C bis[5-(p-tert-butylphenyl)-1,3,4-oxadiazol-2-yl]benzene